sodium imidazole salt N1C=NC=C1.[Na]